ClC=1C=CC(=C(C1)C1=CC(=CN=N1)NC1=C2C(=NC=C1)NC(=C2)C(=O)NCCC2CCN(CC2)C)F 4-{[6-(5-Chloro-2-Fluorophenyl)Pyridazin-4-yl]Amino}-N-[2-(1-Methylpiperidin-4-yl)Ethyl]-1h-Pyrrolo[2,3-B]Pyridin-2-Carboxamid